[C@@H]1([C@@H](O)[C@H](O)[C@H](O)[C@@H](O1)C)OCCNC(CN([C@@H](CCCCNC(CCCCC(=O)OCC1=CC=CC=C1)=O)C(=O)NCCO[C@H]1[C@@H](O)[C@H](O)[C@H](O)[C@@H](O1)C)CC(NCCO[C@H]1[C@@H](O)[C@H](O)[C@H](O)[C@@H](O1)C)=O)=O benzyl (S)-6-{[5-{bis[2-({2-[(α-L-fucopyranosyl)oxy]ethyl} amino)-2-oxoethyl]amino}-6-({2-[(α-L-fucopyranosyl)oxy]ethyl}amino)-6-oxohexyl]amino}-6-oxohexanoate